(2R,3S)-2-(3-(7-(3-fluorophenyl)-5-(trifluoromethyl)-1H-benzo[d]imidazol-1-yl)propyl)piperidin-3-ol FC=1C=C(C=CC1)C1=CC(=CC2=C1N(C=N2)CCC[C@H]2NCCC[C@@H]2O)C(F)(F)F